O1CCN(CC1)C1CCC(CC1)=O 4-morpholinocyclohexanone